Cl.OC(COC=1C=C(C=2N(C1)N=CC2C#N)C=2C=NC(=CC2)N2CCNCC2)(C)C 6-(2-hydroxy-2-methyl-propoxy)-4-(6-piperazin-1-yl-3-pyridinyl)pyrazolo[1,5-a]pyridine-3-carbonitrile hydrochloride